FC=1C=2N(C=C(C1)NC1=NN=C3N1C=CC(=C3)N3CCN(CC3)C(=O)OC(C)(C)C)C=C(N2)C tert-butyl 4-[3-[(8-fluoro-2-methyl-imidazo[1,2-a]pyridin-6-yl)amino]-[1,2,4]triazolo[4,3-a]pyridin-7-yl]piperazine-1-carboxylate